(tert-butoxycarbonylamino)-6-(6-(trifluoromethyl)pyridin-2-yl)-N-(2-(trifluoromethyl)pyridin-4-yl)-1,3,5-triazin-2-amine C(C)(C)(C)OC(=O)NC1=NC(=NC(=N1)C1=NC(=CC=C1)C(F)(F)F)NC1=CC(=NC=C1)C(F)(F)F